C(C1=CC=CC=C1)(=O)O[C@@H]1[C@H](O[C@@H]([C@H]([C@@H]1OC(C1=CC=CC=C1)=O)OC(C1=CC=CC=C1)=O)COC(C1=CC=CC=C1)=O)O[C@@H]1[C@@H]([C@@](O)(O[C@@H]([C@H]1OC(C1=CC=CC=C1)=O)CO)OCCN=[N+]=[N-])OC(C1=CC=CC=C1)=O Tetra-O-Benzoyl-α-D-mannopyranosyl-(1→3)-2,4-di-O-benzoyl-2-azidoethoxy-α-D-mannopyranose